(2R,4S)-4-[1-methyl-7-[4-(4-methylpiperazin-1-yl)anilino]-2-oxo-4H-pyrimido[4,5-d]pyrimidin-3-yl]pyrrolidine CN1C(N(CC=2C1=NC(=NC2)NC2=CC=C(C=C2)N2CCN(CC2)C)[C@H]2CCNC2)=O